FC1=CC(=CC2=CN(N=C12)C)NC(=O)C=1C(=NC(=NC1)SC)OCCC N-(7-fluoro-2-methyl-2H-indazol-5-yl)-2-(methylsulfanyl)-4-propoxypyrimidine-5-carboxamide